octadecyldiphenylamine C(CCCCCCCCCCCCCCCCC)N(C1=CC=CC=C1)C1=CC=CC=C1